4-[5-(Methoxymethyl)-1,3-benzooxazol-2-yl]-4-methylpiperidine-1-carboxylic acid tert-butyl ester C(C)(C)(C)OC(=O)N1CCC(CC1)(C)C=1OC2=C(N1)C=C(C=C2)COC